C(#N)C1=NC(=C2C(=N1)N(N=C2)[C@H]2[C@@H]([C@@H]([C@H](O2)CS(=O)(=O)CP(O)(O)=O)O)O)N2CC(CC2)(F)F [(2S,3S,4R,5R)-5-[6-cyano-4-(3,3-difluoro-pyrrolidin-1-yl)-pyrazolo[3,4-d]-pyrimidin-1-yl]-3,4-dihydroxy-tetrahydro-furan-2-yl]methyl-sulfonylmethylphosphonic acid